3-methyl-3-trifluoromethyl-1,2-dioxirane CC1(OO1)C(F)(F)F